ClC1=CCN(C2=NC(=CC=C12)C(F)(F)F)C1=C(C=CC=C1)Cl 4-chloro-1-(2-chlorophenyl)-7-(trifluoromethyl)-1,8-naphthyridine